N[C@H](C1=NC2=C(N1)C=CC(=C2F)CN2[C@H](CCC2)C(=O)OC)C2CCC(CC2)C Methyl (2R)-1-({2-[(S)-amino(4-methylcyclohexyl)methyl]-4-fluoro-1H-benzimidazol-5-yl}methyl)pyrrolidine-2-carboxylate